C(C1=CC=CC=C1)C1=CN=C(O1)C=1N(C(N2C1CN(CC2)C(C2=CC(=C(C=C2)Br)Cl)=O)=O)C2=CC=C(C=C2)OC 1-(5-benzyloxazol-2-yl)-7-(4-bromo-3-chloro-benzoyl)-2-(4-methoxyphenyl)-6,8-dihydro-5H-imidazo[1,5-a]pyrazin-3-one